ClC=1C=C(C=2N(N1)C(=CN2)C#N)NC2=NC(=C(C=C2)C(=O)N2CCCC2)F 6-chloro-8-(6-fluoro-5-(pyrrolidine-1-carbonyl)pyridin-2-ylamino)imidazo[1,2-b]pyridazine-3-carbonitrile